C(C)OC(C(C)(C)OC1=C(C=C(C=C1C)CN1C(C(=CC1=O)C1=CC=C(C=C1)C(F)(F)F)=O)C)=O 2-(4-((2,5-dioxo-3-(4-(trifluoromethyl)phenyl)-2,5-dihydro-1H-pyrrol-1-yl)methyl)-2,6-dimethylphenoxy)-2-methylpropanoic acid ethyl ester